BrC1=CC(=C(S1)CNS(=O)(=O)C)Cl N-((5-bromo-3-chlorothiophen-2-yl)methyl)methanesulfonamide